CC(CN)CC(CCN)(C)C 2,4,4-trimethyl-1,6-diamino-hexane